BrC=1C=C(C=C2C(C(COC12)CC=1C=CC(=C(OCCOCCOCCOCC(=O)OC)C1)F)=O)CBr methyl 2-(2-(2-(2-(5-((8-bromo-6-(bromomethyl)-4-oxochroman-3-yl)methyl)-2-fluorophenoxy)ethoxy)ethoxy)ethoxy)acetate